5-(4-((4,4-difluoro-3-(4-methyl-1-oxo-1,3-dihydroisobenzofuran-5-yl)piperidin-1-yl)methyl)-1H-pyrazol-1-yl)-3-methylbenzo[d]oxazol-2(3H)-one FC1(C(CN(CC1)CC=1C=NN(C1)C=1C=CC2=C(N(C(O2)=O)C)C1)C=1C(=C2COC(C2=CC1)=O)C)F